6-(tert-butoxycarbonyl)-2,2-diphenylbenzo[d][1,3]dioxol-5-yl 7-((7-(2-cyclohexylacetoxy)-2,2-diphenylbenzo[d][1,3]dioxol-5-carbonyl) oxy)-2,2-diphenylbenzo[d][1,3]dioxol-5-carboxylate C1(CCCCC1)CC(=O)OC1=CC(=CC2=C1OC(O2)(C2=CC=CC=C2)C2=CC=CC=C2)C(=O)OC2=CC(=CC1=C2OC(O1)(C1=CC=CC=C1)C1=CC=CC=C1)C(=O)OC1=CC2=C(OC(O2)(C2=CC=CC=C2)C2=CC=CC=C2)C=C1C(=O)OC(C)(C)C